COC1=CC(=C(C=C1)C(=O)N1CC2C(C1)CC(=C2)C2=NC(=CN=C2OC)C)N2N=CC=N2 (4-methoxy-2-(2H-1,2,3-triazol-2-yl)phenyl)(5-(3-methoxy-6-methylpyrazin-2-yl)-3,3a,4,6a-tetrahydrocyclopenta[c]pyrrol-2(1H)-yl)methanone